2-((dimethylamino)methylene)-5-methylcyclohexane-1,3-dione CN(C)C=C1C(CC(CC1=O)C)=O